(3-[(3-fluoro-2-methoxyphenyl)amino]-4-oxo-2-{3-[(2R)-pyrrolidin-2-ylmethoxy]pyridin-4-yl}-4,5,6,7-tetrahydro-1H-pyrrolo[3,2-c]pyridin-7-yl)propanal FC=1C(=C(C=CC1)NC1=C(NC2=C1C(NCC2C(C=O)C)=O)C2=C(C=NC=C2)OC[C@@H]2NCCC2)OC